(4-methoxyphenyl)methyl N-(9-chloro-2-methylnonan-2-yl)carbamate ClCCCCCCCC(C)(C)NC(OCC1=CC=C(C=C1)OC)=O